FC=1C=C(C=C(C1)F)[C@@H]1CC[C@H]2OC3(C(N21)=O)CCN(CC3)C(=O)C=3C=C(C#N)C=CC3 3-((5'S,7a'R)-5'-(3,5-difluorophenyl)-3'-oxo-tetrahydro-3'H-spiro[piperidine-4,2'-pyrrolo-[2,1-b]oxazole]-1-carbonyl)benzonitrile